N-methyl-6-(trifluoromethyl)imidazo[1,2-a]pyridine-2-carboxamide CNC(=O)C=1N=C2N(C=C(C=C2)C(F)(F)F)C1